C(C)(C)(C)[S@@](=O)N=C(C)C1=CC(=C2C=CN(C2=C1)C(=O)OCC)C(F)F ethyl 6-(1-(((R)-tert-butylsulfinyl) imino) ethyl)-4-(difluoromethyl)-1H-indole-1-carboxylate